N-(7-amino-2-oxo-1-(2,3,6-trifluorophenoxy)heptan-3-yl)cyclopentanecarboxamide NCCCCC(C(COC1=C(C(=CC=C1F)F)F)=O)NC(=O)C1CCCC1